N'-[1,2,2,2-Tetradeuterio-1-(trideuteriomethyl)ethyl]benzohydrazide [2H]C(C([2H])([2H])[2H])(C([2H])([2H])[2H])NNC(C1=CC=CC=C1)=O